(2E,6E,10E,14E,18E,22E)-3,7,11,15,19,23,27-heptamethyloctacosa-2,6,10,14,18,22,26-heptaen-1-ol C\C(=C/CO)\CC\C=C(\CC\C=C(\CC\C=C(\CC\C=C(\CC\C=C(\CCC=C(C)C)/C)/C)/C)/C)/C